methyl-1,3-propanediol diacrylate C(C=C)(=O)OC(CCOC(C=C)=O)C